2-(2-(5-Cyclopropyl-3-(2,6-dichloro-4-fluorophenyl)isoxazol-4-yl)-7-azaspiro[3.5]non-1-en-7-yl)-4-fluorobenzo[d]thiazol C1(CC1)C1=C(C(=NO1)C1=C(C=C(C=C1Cl)F)Cl)C1=CC2(C1)CCN(CC2)C=2SC1=C(N2)C(=CC=C1)F